C(CC)[N+](CCO)(CCC)CCC tripropyl(2-hydroxyethyl)ammonium